(rac)-1-(4-bromo-5-ethyl-1-methyl-1H-pyrazol-3-yl)-3-methylbutane-1,3-diol BrC=1C(=NN(C1CC)C)[C@@H](CC(C)(O)C)O |r|